(trans-3-hydroxycyclobutyl)(3-(4-(4-(1-(pentan-3-yl)-1H-pyrazol-4-yl)pyrazolo[1,5-a]pyrazin-6-yl)-1H-pyrazol-1-yl)azetidin-1-yl)methanone O[C@@H]1C[C@H](C1)C(=O)N1CC(C1)N1N=CC(=C1)C=1N=C(C=2N(C1)N=CC2)C=2C=NN(C2)C(CC)CC